ClC=1C(=CC2=C(N=C(S2)NCCC2=CC(=NO2)C(=O)OCC)C1)Cl ethyl 5-(2-((5,6-dichlorobenzo[d]thiazol-2-yl)amino)ethyl)isoxazole-3-carboxylate